2-AMINO-N-(1H-PYRROL-3-YL)BENZENESULFONAMIDE NC1=C(C=CC=C1)S(=O)(=O)NC1=CNC=C1